chloro(1,5-cyclooctadiene) rhodium [Rh].ClC1=CCCC=CCC1